(3S)-1-[(2S)-3-(4-bromo-1,3-thiazol-2-yl)-2-{[(1S,2S)-2-methylcyclopropyl]formamido}propanoyl]-1,2-diazinane-3-carboxylic acid BrC=1N=C(SC1)C[C@@H](C(=O)N1N[C@@H](CCC1)C(=O)O)NC(=O)[C@@H]1[C@H](C1)C